C(C1=CC=CC=C1)OC1=C(C=CC=C1)N=CC1=C(C=C(C=C1)Br)OC N-(2-(benzyloxy)phenyl)-1-(4-bromo-2-methoxyphenyl)methanimine